COC(=O)[C@H]1N([C@H](CC1)C=C)C(=O)OC(C)(C)C (2s,5r)-5-vinylpyrrolidine-1,2-dicarboxylic acid 1-(tert-butyl) 2-methyl ester